NCC1N(CCC2=C1C(=NN2C2=CC=C(C=C2)C(C)C)OC(C(=O)O)C)C(=O)OC(C)(C)C (rac)-2-((4-(aminomethyl)-5-(tert-butoxycarbonyl)-1-(4-isopropylphenyl)-4,5,6,7-tetrahydro-1H-pyrazolo[4,3-c]pyridin-3-yl)oxy)propanoic acid